N2-(6-(3,5-dimethyl-4-(2,2,2-trifluoroethyl)piperazin-1-yl)-2-methylpyridin-3-yl)spiro[3.3]heptane-2,6-diamine CC1CN(CC(N1CC(F)(F)F)C)C1=CC=C(C(=N1)C)NC1CC2(C1)CC(C2)N